(1R,2S,4R)-4-amino-2-[(5-{4-fluoro-2-[1-(propan-2-yl)-1H-pyrazol-5-yl]phenoxy}pyrimidin-4-yl)(methyl)amino]cyclopentan-1-ol N[C@@H]1C[C@@H]([C@@H](C1)O)N(C)C1=NC=NC=C1OC1=C(C=C(C=C1)F)C1=CC=NN1C(C)C